C(C)(=O)O.NCCCN 1,3-diaminopropane acetate